C1(=CC=CC=C1)C(O)C=1C=NC=CC1 phenyl-(pyridin-3-yl)methanol